FCC1([C@H]([C@@H](C1)O)[C@@H]1N2C(C3=CC=CC=C13)=CN=C2)CF (1R,2S)-3,3-Bis(fluoromethyl)-2-((S)-5H-imidazo[5,1-a]isoindol-5-yl)cyclobutan-1-ol